S1C2=C(C(=C1)C1CCNCC1)C=CC=C2 4-(Benzo[b]thiophen-3-yl)piperidine